ClC=1C=C2C3=C(NC2=CC1)[C@@H](N(CC3)C3=NC(=NS3)C(F)(F)F)C[C@@H]3COCCC3 (1S)-6-chloro-1-{[(3R)-oxan-3-yl]methyl}-2-[3-(trifluoromethyl)-1,2,4-thiadiazol-5-yl]-2,3,4,9-tetrahydro-1H-pyrido[3,4-b]indole